[N-]1C(CC=C1)=O 1-pyrrolidone